2,5-dioxo-1-pyrrolidinyl 3-pyridinepropanoate N1=CC(=CC=C1)CCC(=O)ON1C(CCC1=O)=O